N1C=CC2=C(C=CC=C12)NC1=NN2C(N(CCC2)C2=CC(=C(C(=C2)OC)OC)OC)=N1 N-(1H-indol-4-yl)-4-(3,4,5-trimethoxyphenyl)-4,5,6,7-tetrahydro-[1,2,4]triazolo[1,5-a]pyrimidin-2-amine